3-(4-methoxyphenyl)azetidine TFA salt OC(=O)C(F)(F)F.COC1=CC=C(C=C1)C1CNC1